FC1=CC=C(C=C1)C1=CSC=2C1=NC(=CC2)C=2C=NN(C2)C 3-(4-fluorophenyl)-5-(1-methyl-1H-pyrazol-4-yl)-thieno[3,2-b]pyridine